O=C1N(C=CC=C1C(=O)NC=1C=NC(=CC1)OCC(F)(F)F)C1=C(C=CC=C1)OCC(F)(F)F 2-oxo-1-[2-(2,2,2-trifluoroethoxy)phenyl]-N-[6-(2,2,2-trifluoroethoxy)pyridin-3-yl]-1,2-dihydropyridine-3-carboxamide